C1(CC1)OC=1C(=CC2=CN(N=C2C1)[C@@H]1C[C@](CCC1)(C)O)C(=O)NC=1C=NN2C=NC=CC21 |o1:13,15| rel-6-Cyclopropoxy-2-((1S,3R)-3-hydroxy-3-methylcyclohexyl)-N-(pyrazolo[1,5-c]pyrimidin-3-yl)-2H-indazole-5-carboxamide